CNC(CC(CCCCCCCCC)CCCCCCCC1C(C1)CCCCCCCC)=O N-methyl-3-(7-(2-octylcyclopropyl)heptyl)Dodecanamide